C(C)OP(OCC)(=O)CCCN(CCCC)CCCC diethyl(3-(dibutylamino)propyl)phosphonate